1-bromo-2,3,4-trifluoro-5-(methoxy-d1)benzene BrC1=C(C(=C(C(=C1)OC[2H])F)F)F